4-(3-ethyl-1-methyl-4-((3-methylbenzyl)amino)-1H-pyrazolo[3,4-d]pyrimidin-6-yl)benzonitrile C(C)C1=NN(C2=NC(=NC(=C21)NCC2=CC(=CC=C2)C)C2=CC=C(C#N)C=C2)C